6-Fluoro-2-(6-(((1S,3S)-3-((7-(trifluoromethyl)-[1,2,4]triazolo[1,5-a]pyridin-2-yl)amino)cyclopentyl)amino)pyridin-3-yl)isoindolin-1-one FC1=CC=C2CN(C(C2=C1)=O)C=1C=NC(=CC1)N[C@@H]1C[C@H](CC1)NC1=NN2C(C=C(C=C2)C(F)(F)F)=N1